CC=CC1=CC=CC=C1 methylstyrol